N1=C(C=CC=C1)CN1CCC(CC1)N1C=C(C2=CC=CC=C12)C1=CC(NC1=O)=O 4-(1-(1-(pyridin-2-ylmethyl)piperidin-4-yl)-1H-indol-3-yl)-1H-pyrrole-2,5-dione